tert-butyl 3-(3-chlorophenyl)-8-methyl-6,8-dihydro-5H-imidazo[1,2-a]pyrazine-7-carboxylate ClC=1C=C(C=CC1)C1=CN=C2N1CCN(C2C)C(=O)OC(C)(C)C